CC(CO)C(C)(C)C 2,3,3-trimethylbutanol